silver tetrakis[3-[2,2,2-trifluoro-1-(2,2,2-trifluoroethoxy)-1-(trifluoromethyl)ethyl]-5-(trifluoromethyl)phenyl]borate FC(C(C(F)(F)F)(OCC(F)(F)F)C=1C=C(C=C(C1)C(F)(F)F)[B-](C1=CC(=CC(=C1)C(F)(F)F)C(C(F)(F)F)(OCC(F)(F)F)C(F)(F)F)(C1=CC(=CC(=C1)C(F)(F)F)C(C(F)(F)F)(OCC(F)(F)F)C(F)(F)F)C1=CC(=CC(=C1)C(F)(F)F)C(C(F)(F)F)(OCC(F)(F)F)C(F)(F)F)(F)F.[Ag+]